COCC(C(C)(C)C)C(C(C(C)(C)C)COC)=O 3,5-bis(methoxymethyl)-2,2,6,6-tetramethylheptane-4-one